cyclohexyl 2,3-difluoropropionate FC(C(=O)OC1CCCCC1)CF